3-((cyclopropylmethyl)sulfanyl)pyridine-2-carbonitrile C1(CC1)CSC=1C(=NC=CC1)C#N